6-(4'-chloro-2'-(trifluoromethyl)-2,3,4,5-tetrahydro-[1,1'-biphenyl]-4-yl)-5-(3-(trifluoromethyl)benzyl)pyrimidine-2,4(1H,3H)-dione ClC1=CC(=C(C=C1)C=1CCC(CC1)C1=C(C(NC(N1)=O)=O)CC1=CC(=CC=C1)C(F)(F)F)C(F)(F)F